FC=1C=C(C=C(C1)F)C1CC=NN1C(=O)C1CCN(CC1)C1=NC=CC(=C1)C1=CC(=CC=C1)OCC1CCOCC1 (5-(3,5-difluorophenyl)-4,5-dihydro-1H-pyrazol-1-yl)(1-(4-(3-((tetrahydro-2H-Pyran-4-yl)methoxy)phenyl)pyridin-2-yl)piperidin-4-yl)methanone